N-(2-methyl-4-bromophenyl)-furan-2-carboxamide CC1=C(C=CC(=C1)Br)NC(=O)C=1OC=CC1